1,3-benzothiazole-2-amine S1C(=NC2=C1C=CC=C2)N